5-fluoro-3-(2-fluoroethoxy)benzoic acid FC=1C=C(C=C(C(=O)O)C1)OCCF